FC1=C(C=CC(=C1)OC)C=1C(=CC=2N(C1)C(NN2)=O)OCC2=NN(C=C2)C 6-(2-fluoro-4-methoxyphenyl)-7-((1-methyl-1H-pyrazol-3-yl)methoxy)-[1,2,4]triazolo[4,3-a]pyridin-3(2H)-one